dicarboxyl succinate C(CCC(=O)OC(=O)O)(=O)OC(=O)O